C1(=CC=CC=C1)[B-](C1=CC=CC=C1)(C1=CC=CC=C1)C1=CC=CC=C1.C[NH+](C1=C(C=C(C=C1C)C)C)C N,N-dimethyl-(2,4,6-trimethylanilinium) tetraphenylborate